orNithinol N[C@@H](CCCN)CO